The molecule is a pyrrolizine alkaloid that is 13,19-didehydrosenecionane carrying a hydroxy substituent at position 12, two oxo substituents at positions 11 and 16 and an N-oxido substituent. It has a role as a Jacobaea metabolite. It is a macrocyclic lactone, an olefinic compound, an organic heterotricyclic compound, a pyrrolizine alkaloid, a tertiary alcohol and a tertiary amine oxide. It derives from a spartioidine. C/C=C/1\\CC(=C)[C@@](C(=O)OCC2=CC[N+]3([C@H]2[C@@H](CC3)OC1=O)[O-])(C)O